C(C)(C)(C)OC(=O)NC(C(=O)OC(C)C)CC(C1=C(C(=CC=C1F)F)F)C#N isopropyl 2-((tert-butoxycarbonyl)amino)-4-cyano-4-(2,3,6-trifluorophenyl)butanoate